C(C)(C)(C)N1CCC(CC1)C1=CC=C(C=C1)/C(=C(/C(C)C)\C1=CC=CC=C1)/C1=CC=C(C=C1)OC(C(C)(C)C)=O (E)-tert-butyl-4-(4-(3-methyl-2-phenyl-1-(4-(pivaloyloxy)phenyl)but-1-en-1-yl)phenyl)piperidine